tert-butyl (3-((2,6-dimethoxy-4-(2-methyl-1-oxo-1,2-dihydro-2,7-naphthyridin-4-yl)benzyl)amino)bicyclo[1.1.1]pentan-1-yl)carbamate COC1=C(CNC23CC(C2)(C3)NC(OC(C)(C)C)=O)C(=CC(=C1)C1=CN(C(C3=CN=CC=C13)=O)C)OC